ClC1=C(C=CC=C1)C=1C=NC=2N(C1C1=CC=C(C=C1)Cl)N=CC2C(=O)NN(C)C2=CC(=CC=C2)Cl 6-(2-chlorophenyl)-N'-(3-chlorophenyl)-7-(4-chlorophenyl)-N'-methylpyrazolo[1,5-a]pyrimidine-3-carbohydrazide